[SiH3]N([SiH3])[SiH2]N([SiH3])[SiH3] N,N'-disilyltrisilazane